FC=1C=C(C=C(C1F)OC([2H])([2H])[2H])CC(=O)O 2-(3,4-difluoro-5-(methoxy-d3)phenyl)acetic acid